F[C@@H]1[C@H]([C@H](N(C1)C(=O)OCC1=CC=CC=C1)C(=O)OCC1=CC=CC=C1)OC dibenzyl (2S,3S,4S)-4-fluoro-3-methoxypyrrolidine-1,2-dicarboxylate